O.FC=1C(=C2C=3N([C@H](CO2)C)C=C(C(C3C1)=O)C(=O)O)N1CCN(CC1)C.FC=1C(=C3C=2N([C@H](CO3)C)C=C(C(C2C1)=O)C(=O)O)N1CCN(CC1)C (-)-(S)-9-Fluoro-2,3-dihydro-3-methyl-10-(4-methyl-1-piperazinyl)-7-oxo-7H-pyrido[1,2,3-de]-1,4-benzoxazine-6-carboxylic acid, hemihydrate